(2RS)-2-(5-fluoro-2-methoxy-phenyl)-2-(6-iodo-1-oxo-isoindolin-2-yl)-N-thiazol-2-yl-acetamide FC=1C=CC(=C(C1)[C@H](C(=O)NC=1SC=CN1)N1C(C2=CC(=CC=C2C1)I)=O)OC |r|